N[C@H](CCC(=O)O)C(=O)CCNC([C@@H](N)CCC(=O)NCC)=O Theanine, r-Glutamylethylamide